2-(4'-methoxyphenyl)furan COC1=CC=C(C=C1)C=1OC=CC1